O[C@@H]1[C@@H](CCCC1)NC1=NC=C2C=C(N=C(C2=C1)NC(C)C)C#N 7-(((1R,2S)-2-hydroxycyclohexyl)amino)-1-(isopropylamino)-2,6-naphthyridine-3-carbonitrile